ClC1=C(C=C(C=C1)C1O[C@@H]([C@@H](CC1)OC(CCCCCCCCC)=O)CO)C1=CC=C(C=C1)OCC (3S,4R,5R,6R)-2-(4-chloro-3-(4-ethoxyphenyl)phenyl)-6-(hydroxymethyl)-5-(decanoyloxy)tetrahydro-2H-pyran